methyl 3-[(tert-butoxycarbonyl)amino]-3-[3-(hydroxymethyl)-4-methylphenyl]propanoate C(C)(C)(C)OC(=O)NC(CC(=O)OC)C1=CC(=C(C=C1)C)CO